(R)-N-(1-(3,5-difluoropyridin-2-yl)ethyl)-2-(6-hydroxy-5-methyl-2-oxo-1,2-dihydroquinolin-3-yl)acetamide FC=1C(=NC=C(C1)F)[C@@H](C)NC(CC=1C(NC2=CC=C(C(=C2C1)C)O)=O)=O